(1S,2R)-N,N-dibenzyl-1-phenyl-2-(4,4,5,5-tetramethyl-1,3,2-dioxaborolan-2-yl)pentan-1-amine C(C1=CC=CC=C1)N([C@@H]([C@@H](CCC)B1OC(C(O1)(C)C)(C)C)C1=CC=CC=C1)CC1=CC=CC=C1